N-(3-chloro-2-methylphenyl)-2-(dimethylamino)-6-({[2-(trifluoromethyl)phenyl]carbonyl}amino)-1H-benzoimidazole-4-carboxamide ClC=1C(=C(C=CC1)NC(=O)C1=CC(=CC=2NC(=NC21)N(C)C)NC(=O)C2=C(C=CC=C2)C(F)(F)F)C